C(CCCCCCCCCC)=O 2E-undecanal